BrC=1C=NC=CC1C 3-bromo-4-methyl-pyridine